(2S)-2-[4-bromo-2-(4-butoxy-4,5-dihydroisoxazol-3-yl)phenoxy]propionic acid ethyl ester C(C)OC([C@H](C)OC1=C(C=C(C=C1)Br)C1=NOCC1OCCCC)=O